CC(C)OC=1C=C2C(=NNC2=CC1)C1=NC=CC(=N1)C=1N=CN(C1)C(C(=O)N)=C 2-(4-{2-[5-(propan-2-yloxy)-1H-indazol-3-yl]pyrimidin-4-yl}-1H-imidazol-1-yl)propenamide